7-{4-methoxy-3-[1-(3-methylbutyl)-1H-pyrazol-4-yl]pyridin-2-yl}quinoline COC1=C(C(=NC=C1)C1=CC=C2C=CC=NC2=C1)C=1C=NN(C1)CCC(C)C